N-(3-Methoxyphenyl)-6-morpholin-4-yl-N1-(3-trifluoromethylphenyl)-[1,3,5]triazine-2,4-diamine COC=1C=C(C=CC1)NC1N(C(=NC(=N1)N)N1CCOCC1)C1=CC(=CC=C1)C(F)(F)F